F[C@@H]1[C@@H]([C@@H](N(C1)C(C(C)C)=O)CC=1C(=C(C=CC1)C1=CC=CC=C1)F)NS(=O)(=O)C N-[(2S,3R,4S)-4-fluoro-2-[(2-fluoro[1,1'-biphenyl]-3-yl)methyl]-1-(2-methyl-propanoyl)pyrrolidin-3-yl]methane-sulfonamide